2-amino-5-bromo-3-methylbenzoic acid NC1=C(C(=O)O)C=C(C=C1C)Br